7',8'-dihydro-6'H-spiro[[1,3]dioxolane-2,5'-quinoline]-1'-oxide [N+]1(=CC=CC=2C3(CCCC12)OCCO3)[O-]